3-(4-(5-chloro-2-fluorophenyl)-6-phenyl-1,3,5-triazin-2-yl)-4-fluorobenzonitrile ClC=1C=CC(=C(C1)C1=NC(=NC(=N1)C1=CC=CC=C1)C=1C=C(C#N)C=CC1F)F